COC1=C(C=CC(=N1)C=1N=NN(C1)C=1C=C2CN(C(C2=CC1)=O)C1C(NC(CC1)=O)=O)C 3-(5-(4-(6-methoxy-5-methylpyridin-2-yl)-1H-1,2,3-triazol-1-yl)-1-oxoisoindolin-2-yl)piperidine-2,6-dione